OB1OC2=C(C[C@@H]1NC(C(NC(=O)N1C(N(CC1)S(=O)(=O)C)=O)C1=CC(=C(C=C1)P(=O)(O)O)O)=O)C=CC=C2C(=O)O (3R)-2-hydroxy-3-(2-(3-hydroxy-4-phosphonophenyl)-2-(3-(methylsulfonyl)-2-oxoimidazolidine-1-carboxamido)acetamido)-3,4-dihydro-2H-benzo[e][1,2]oxaborinine-8-carboxylic acid